(S)-5-((2-amino-3-chloropyridin-4-yl)thio)-2-(4'-amino-4'H,6'H-spiro[piperidine-4,5'-pyrrolo[1,2-b]pyrazole]-1-yl)-3-methylpyridin-4(3H)-one (trifluoroacetate) FC(C(=O)O)(F)F.NC1=NC=CC(=C1Cl)SC=1C([C@H](C(=NC1)N1CCC2(C(C=3N(N=CC3)C2)N)CC1)C)=O